[N+](=O)([O-])C1=C2C=CN(C(C2=CC=C1)=O)C1C(NC(CC1)=O)=O 3-(5-nitro-1-oxoisoquinolin-2(1H)-yl)piperidine-2,6-dione